7-bromo-8-(difluoromethyl)-3-methyl-1H-quinoxalin-2-one BrC1=CC=C2N=C(C(NC2=C1C(F)F)=O)C